9H-fluoren-9-ylmethyl (2R)-2-(2,3-dichlorophenyl)-3-oxo-pyrrolidine-1-carboxylate ClC1=C(C=CC=C1Cl)[C@H]1N(CCC1=O)C(=O)OCC1C2=CC=CC=C2C=2C=CC=CC12